Cl.Cl.[N+](=O)([O-])C1=CC=C(C=C1)CCCNCCNS(=O)(=O)C=1C=2C=CN=CC2C=C(C1)C1=CC=C(C=C1)O 7-(4-hydroxy-phenyl)-isoquinoline-5-sulfonic acid {2-[3-(4-nitro-phenyl)-propylamino]-ethyl}-amide, dihydrochloride salt